N4,N7-Bis(3-methoxyphenyl)chinolin-4,7-diamin COC=1C=C(C=CC1)NC1=CC=NC2=CC(=CC=C12)NC1=CC(=CC=C1)OC